trimethyl-(dimethylphenylcyclopentadienyl)cyclopentadienyl-platinum (IV) CC1=C(C(C=C1)([Pt+2]C1(C(=C(C=C1)C)C)C1=CC=CC=C1)C)C